N-((6S,7S)-6-((2-fluoro-[1,1'-biphenyl]-3-yl)methyl)-5-((S)-oxetane-2-carbonyl)-5-azaspiro[2.4]heptan-7-yl)methanesulfonamide FC1=C(C=CC=C1C[C@@H]1N(CC2(CC2)[C@@H]1NS(=O)(=O)C)C(=O)[C@H]1OCC1)C1=CC=CC=C1